3-(5-methoxy-2-(1-methyl-1H-pyrazol-4-yl)-4-nitrophenyl)-3,9-diazaspiro[5.5]Undecane COC=1C(=CC(=C(C1)N1CCC2(CC1)CCNCC2)C=2C=NN(C2)C)[N+](=O)[O-]